5-(4-amino-6-(6-ethynyl-4-methylpyridin-3-yl)-7-methyl-7H-pyrrolo[2,3-d]pyrimidin-5-yl)-2-((4-methylpyrimidin-2-yl)oxy)benzonitrile NC=1C2=C(N=CN1)N(C(=C2C=2C=CC(=C(C#N)C2)OC2=NC=CC(=N2)C)C=2C=NC(=CC2C)C#C)C